2-(2-(Cyclopropanesulfonamido)pyrimidin-4-yl)-2-methyl-N-(4-(5-(trifluoromethyl)pyridin-3-yl)phenyl)propanamide C1(CC1)S(=O)(=O)NC1=NC=CC(=N1)C(C(=O)NC1=CC=C(C=C1)C=1C=NC=C(C1)C(F)(F)F)(C)C